4-methoxy-α-methyl-Benzenepropanal COC1=CC=C(C=C1)CC(C=O)C